(1R)-5-(5-methyl-1,2,4-oxadiazol-3-yl)-2,3-dihydro-1H-inden-1-amine CC1=NC(=NO1)C=1C=C2CC[C@H](C2=CC1)N